[Na].S1NC=CC=C1 thiazine sodium salt